C(C)(C)(C)OC(=O)N(C1CCN(CC1)C(=O)OCC1=CC=CC=C1)C1CC1 benzyl 4-((tert-butoxycarbonyl)(cyclopropyl)amino)piperidine-1-carboxylate